6-fluoro-N-methyl-5-(4-((8-methyl-6-oxo-7-(trifluoromethyl)-5,6-dihydro-1,5-naphthyridin-3-yl)methyl)piperazin-1-yl)pyridine FC1=C(C=CCN1C)N1CCN(CC1)CC=1C=NC=2C(=C(C(NC2C1)=O)C(F)(F)F)C